NC([C@H](CCC(=O)OC)N1C(C2=CC=C(C=C2C1)N1CCC(CC1)(O)CC(=O)OC(C)(C)C)=O)=O methyl (4S)-5-amino-4-[5-[4-(2-tert-butoxy-2-oxo-ethyl)-4-hydroxy-1-piperidyl]-1-oxo-isoindolin-2-yl]-5-oxo-pentanoate